7-cyclopentyl-2-methoxy-8-(thiophen-3-ylcarbamoyl)quinoline-3-carboxylic acid C1(CCCC1)C1=CC=C2C=C(C(=NC2=C1C(NC1=CSC=C1)=O)OC)C(=O)O